BrC=1C(=NN(C1)C=1C=C(C=C(C1)C(F)(F)F)NC(C=C)=O)[N+](=O)[O-] N-(3-(4-bromo-3-nitro-1H-pyrazol-1-yl)-5-(trifluoromethyl)phenyl)acrylamide